NC=1SC(=CN1)C(=O)NC1=C(C=C(C(=C1)C(NC1=NC=C(C=C1)C(F)(F)F)=O)F)F 2-Amino-N-[2,4-difluoro-5-[[5-(trifluoromethyl)pyridin-2-yl]carbamoyl]phenyl]-1,3-thiazole-5-carboxamide